FC1=CC(=C(C=C1)NC=1C2=C(N=CN1)C=C(N2C)C(=O)NCC2CCNCC2)OC(C)C 4-{[4-fluoro-2-(prop-2-yloxy)phenyl]amino}-5-methyl-N-(piperidin-4-ylmethyl)-5H-pyrrolo[3,2-d]pyrimidine-6-carboxamide